4-amino-1-(4-hydroxyquinazolin-2-yl)-1,2-dihydropyrimidin-2-one NC1=NC(N(C=C1)C1=NC2=CC=CC=C2C(=N1)O)=O